BrC=1C2=C(SC1)CCCC2 3-bromo-4,5,6,7-tetrahydrobenzo[b]thiophene